5-(2-chlorophenoxy)-3-((3-isopropoxybenzyl)amino)-4H-benzo[e][1,2,4]thiadiazine 1,1-dioxide ClC1=C(OC2=CC=CC3=C2NC(=NS3(=O)=O)NCC3=CC(=CC=C3)OC(C)C)C=CC=C1